2-(2-hydroxyethoxy)ethyl-1-ylammonium OCCOCC=[NH2+]